2-bromo-6,6-dimethyl-4,6-dihydro-5H-thieno[3,2-b]pyrrol-5-one BrC1=CC=2NC(C(C2S1)(C)C)=O